(4-(3-hydroxy-1,1-dioxidothietan-3-yl)phenyl)(4-(3-(trifluoromethyl)phenoxy)piperidin-1-yl)methanone OC1(CS(C1)(=O)=O)C1=CC=C(C=C1)C(=O)N1CCC(CC1)OC1=CC(=CC=C1)C(F)(F)F